2-(2-Hydroxyethylthio)ethanol zirconium [Zr].OCCSCCO